1-hydroxyethyl-3-methylimidazole bis(trifluoromethylsulfonyl)imide salt [N-](S(=O)(=O)C(F)(F)F)S(=O)(=O)C(F)(F)F.OC(C)C1=NC=CN1C